N-(2-((2-(2,6-dichloro-3,5-dimethoxyphenyl)-3-methyl-4-oxo-3,4-dihydropyrido[3,4-d]pyrimidin-6-yl)amino)-3-methyl-5-(4-methylpiperazin-1-yl)phenyl)acrylamide ClC1=C(C(=C(C=C1OC)OC)Cl)C=1N(C(C2=C(N1)C=NC(=C2)NC2=C(C=C(C=C2C)N2CCN(CC2)C)NC(C=C)=O)=O)C